NC1=C(C(=NN1C(C(F)(F)F)C)C=1C=CC(=C2C=NN(C12)COCC[Si](C)(C)C)CNC(C1=C(C=CC(=C1)F)OC)=O)C#N N-((7-(5-amino-4-cyano-1-(1,1,1-trifluoropropan-2-yl)-1H-pyrazol-3-yl)-1-((2-(trimethylsilyl)ethoxy)methyl)-1H-indazol-4-yl)methyl)-5-fluoro-2-methoxybenzamide